N1CCC(CC1)C1=NC(=CC=C1)S(=O)(=O)CC1=CC=NC=C1 2-(piperidin-4-yl)-6-((pyridin-4-ylmethyl)sulfonyl)pyridine